2,2',2'',2'''-(2-(4-nitrobenzyl)-1,4,7,10-tetraazacyclododecane-1,4,7,10-tetrayl)tetraacetic acid tetrahydrochloride Cl.Cl.Cl.Cl.[N+](=O)([O-])C1=CC=C(CC2N(CCN(CCN(CCN(C2)CC(=O)O)CC(=O)O)CC(=O)O)CC(=O)O)C=C1